Cl.N[C@@H](C(=O)OC)C1=CC=CC=C1 (R)-methyl 2-amino-2-phenylacetate hydrochloride